lithium 2-ethyl acrylate C(C=C)(=O)OCC.[Li]